3-(1-isopropyl-1H-benzo[d][1,2,3]triazol-5-yl)-5-(3-methylpyridin-4-yl)-1,2,4-oxadiazole C(C)(C)N1N=NC2=C1C=CC(=C2)C2=NOC(=N2)C2=C(C=NC=C2)C